COC1=C(C(=NC(=N1)C1=CC=NC=C1)OCC1=CC=CC=C1)C(F)(F)F 6-methoxy-4-(phenylmethoxy)-2-(4-pyridyl)-5-trifluoromethylpyrimidine